N1(C=NC=C1)C=1N=C(C2=C(N1)C=CN2)C(=O)NC 2-(1H-imidazol-1-yl)-N-methyl-5H-pyrrolo[3,2-d]pyrimidine-4-carboxamide